N[C@H]1CN(CC1)C (R)-3-amino-1-methyl-pyrrolidine